2-[[4-[4-hydroxymethyl-1-piperidinyl]-6-[[(4-(propylsulfonylamino)phenyl)methyl]amino]-2-pyrimidinyl]amino]-4-methyl-5-thiazolecarboxylic acid, ethyl ester OCC1CCN(CC1)C1=NC(=NC(=C1)NCC1=CC=C(C=C1)NS(=O)(=O)CCC)NC=1SC(=C(N1)C)C(=O)OCC